C1(=CC=CC=C1)N1CCCCC1 N-phenyl-piperidine